4-[tert-butyl(dimethyl)silyl]oxy-2-keto-pyrrolidine-1-carboxylic acid tert-butyl ester C(C)(C)(C)OC(=O)N1C(CC(C1)O[Si](C)(C)C(C)(C)C)=O